2-amino-1-(7-bromo-2,2-dimethyl-1,2-dihydroquinoline-4-yl)ethane NCCC1=CC(NC2=CC(=CC=C12)Br)(C)C